5-((1S,2R)-1-(7-chloro-6-((S)-1-hydroxyethyl)-1,1-dioxido-3,4-dihydro-2H-benzo[b][1,4,5]oxathiazepin-2-yl)-2-(6-fluoro-2,3-dimethylphenyl)propyl)-1,3,4-oxadiazol-2(3H)-one ClC=1C=CC2=C(OCCN(S2(=O)=O)[C@@H]([C@H](C)C2=C(C(=CC=C2F)C)C)C2=NNC(O2)=O)C1[C@H](C)O